(S)-2-((2-((3R,5S)-5-(difluoromethyl)-3-methoxy-2-carbonylpyrrolidin-1-yl)-5,6-dihydrobenzo[f]imidazo[1,2-d][1,4]oxazepin-9-yl)amino)propionamide FC([C@@H]1C[C@H](C(N1C=1N=C2N(CCOC3=C2C=CC(=C3)N[C@H](C(=O)N)C)C1)=C=O)OC)F